1-methyl-1-propylpiperidinium chloride [Cl-].C[N+]1(CCCCC1)CCC